C(C)(=O)N1[C@H]([C@@H]([C@H](C2=CC(=CC=C12)C(=O)N)NC1=NC=C(C=C1)OC)C)C1CC1 (2S,3R,4R)-1-acetyl-2-cyclopropyl-4-((5-methoxypyridin-2-yl)amino)-3-methyl-1,2,3,4-tetrahydroquinoline-6-carboxamide